CC1=C(CS(=O)(=O)C2=CC3=C(S\C(\C(N3)=O)=C/C3=CC=C(C=C3)NCC(=O)OC)C=C2)C(=CC=C1)C (Z)-methyl 2-((4-((6-((2,6-dimethylbenzyl)sulfonyl)-3-oxo-3,4-dihydro-2H-benzo[b][1,4]thiazin-2-ylidene)methyl)phenyl)amino)acetate